C(C)C(CC1=C(N(N=C1C)C1=CC=CC=C1)O)S 4-(2-Ethyl-sulfanylethyl)-5-methyl-2-phenyl-pyrazol-3-ol